6-(difluoromethyl)-N-(2,4-dimethoxybenzyl)-N-[(2R,4R)-2-methyltetrahydro-2H-pyran-4-yl]-3-nitroquinolin-4-amine FC(C=1C=C2C(=C(C=NC2=CC1)[N+](=O)[O-])N([C@H]1C[C@H](OCC1)C)CC1=C(C=C(C=C1)OC)OC)F